(R)-N-(6-(3-(2-ethoxyphenoxy)piperidin-1-yl)pyrazin-2-yl)-4-methoxybenzamide C(C)OC1=C(O[C@H]2CN(CCC2)C2=CN=CC(=N2)NC(C2=CC=C(C=C2)OC)=O)C=CC=C1